C1(=CC=CC=C1)[B-](C1=CC=CC=C1)(C1=CC=CC=C1)C1=CC=CC=C1.C1(=CC=C(C=C1)SC1=C(C=C(C=C1)[SH+]C1=CC=C(C=C1)C1=C(C=CC=C1)C1=CC=CC=C1)C)C1=CC=CC=C1 [4-(4-biphenylylthio)-3-methylphenyl]4-biphenylylphenylsulfonium tetraphenylborate